C(CCCCC(=O)OCC(CCCCC)CCC)(=O)OCC(CCCCC)CCC Di-(2-propylheptyl) adipate